1-(3-((2-((4-methyl-1-(1-methylpiperidin-4-yl)-1H-pyrazol-3-yl)amino)-5-(trifluoromethyl)pyridin-4-yl)amino)propyl)piperidin-2-one CC=1C(=NN(C1)C1CCN(CC1)C)NC1=NC=C(C(=C1)NCCCN1C(CCCC1)=O)C(F)(F)F